BrC1=CC(=C(C(=O)O)C=C1)OC1CCC1 4-bromo-2-cyclobutoxybenzoic acid